C(#CCCCCCC)Cl octynyl chloride